P(=O)(OCCCCCC(C)C)(OC(C)C)[O-] isooctyl isopropyl phosphate